COC=1C=C2NC(C=3N(C2=C(C1C1=C2C=CN(C2=CC=C1)C)C(F)(F)F)C(=NN3)C)(C)C 7-Methoxy-1,4,4-trimethyl-8-(1-methyl-1H-indol-4-yl)-9-(trifluoromethyl)-5H-[1,2,4]triazolo[4,3-a]quinoxaline